N-(5-(((2R,5'S)-5-(Dimethylamino)-5'-methyl-3H-spiro[furo[2,3-c]pyridine-2,3'-pyrrolidin]-1'-yl)methyl)-4-fluorothiazol-2-yl)acetamide CN(C=1C=C2C(=CN1)O[C@]1(CN([C@H](C1)C)CC1=C(N=C(S1)NC(C)=O)F)C2)C